ethyl 2-(tricyclo[3.2.1.03,6]octan-4-ylidene)acetate C12CC3C(C(C3C1)C2)=CC(=O)OCC